CCCCCCCCCCCCCCCC(=O)OCC(CCCCCCCCCCCCCC)O The molecule is a palmitate ester resulting from the formal condensation of palmitic acid with 1,2-hexadecandiol. It derives from a 1,2-hexadecanediol.